[OH-].[Na+].N[C@@H]1C=2C(=NC=CC2)CC12CCN(CC2)C2=NC(=C1C(=N2)NN=C1SC1=C(C(=NC=C1)OC1CC1)Cl)C(=O)N (S)-6-(5-amino-5,7-dihydrospiro[cyclopenta[b]pyridine-6,4'-piperidin]-1'-yl)-3-((3-chloro-2-cyclopropoxypyridin-4-yl)thio)-1H-pyrazolo[3,4-d]pyrimidine-4-carboxamide Sodium hydroxide